bis(2-norbornyl)phosphine methyl-2-[4-[4,6-bis(2,4-dihydroxyphenyl)-1,3,5-triazin-2-yl]-3-hydroxy-phenoxy]propanoate COC(C(C)OC1=CC(=C(C=C1)C1=NC(=NC(=N1)C1=C(C=C(C=C1)O)O)C1=C(C=C(C=C1)O)O)O)=O.C12C(CC(CC1)C2)PC2C1CCC(C2)C1